METHYL-2-ISOCYANO-6-FLUORo-BENZOATE COC(C1=C(C=CC=C1F)[N+]#[C-])=O